C1OC=2C=C(C=CC2O1)C=1N(C2=CC=CC=C2C1C(=O)N)CC1=CC=C(C=C1)C(CNO)=O (3,4-methylenedioxyphenyl)-1-(4-(hydroxyaminoacetyl)benzyl)-1H-indole-3-carboxamide